FC1=C(C(=O)NC=2SC3=C(N2)C(=CC=C3)OC)C(=CC(=C1)N1CCN(CC1)CCO)F 2,6-difluoro-4-(4-(2-hydroxyethyl)piperazin-1-yl)-N-(4-methoxybenzo[d]thiazol-2-yl)benzamide